N(C1=CC=CC=C1)=O anilineAl